C(C)(C)(C)OC(=O)N1CCC(CC1)(NS(=O)(=O)C1=CC=C(C=C1)OC(F)(F)F)C1=CC(=C(C=C1)F)F.C(C1=CC=CC=C1)OC=1C(C(=O)O)=CC=CC1.C(C=1C(O)=CC=CC1)(=O)OCC1=CC=CC=C1 Benzyl Salicylate Benzyl-Salicylate tert-butyl-4-(3,4-difluorophenyl)-4-[[4-(trifluoromethoxy)phenyl]sulfonylamino]piperidine-1-carboxylate